3-(2-(3-(tert-Butyl)phenyl)-1H-pyrrolo[2,3-c]pyridin-5-yl)-2,2-dimethylpropanoic acid C(C)(C)(C)C=1C=C(C=CC1)C1=CC=2C(=CN=C(C2)CC(C(=O)O)(C)C)N1